NC=1C2=C(N=CN1)N(C=C2)[C@@H]2C=C([C@H]([C@H]2O)O)CCC=2C=C1N=C(C=NC1=CC2)N (1S,2R,5R)-5-(4-amino-7H-pyrrolo[2,3-d]pyrimidin-7-yl)-3-(2-(3-aminoquinoxalin-6-yl)ethyl)cyclopent-3-ene-1,2-diol